(2R,3S)-2-(3-(5-chloro-7-(5-fluoropyridin-3-yl)-1H-benzo[d]imidazol-1-yl)propyl)piperidin-3-ol ClC1=CC2=C(N(C=N2)CCC[C@H]2NCCC[C@@H]2O)C(=C1)C=1C=NC=C(C1)F